C(C[Zn])[Zn] ethylene-di-zinc